C(C)(C)OC(CCC(C)C)=O 4-methylpentanoic acid isopropyl ester